C(C1=CC=CC=C1)N1C(=NC2=C1C=CC=C2C(=O)N)C2=CC=C(C=C2)Cl 1-benzyl-2-(4-chlorophenyl)-1H-benzo[d]imidazole-4-carboxamide